NC1=NNC2=CC=C(C=C12)C1=CC(=NC=C1)NC(N(C)CCO)=O (4-(3-amino-1H-indazol-5-yl)pyridine-2-yl)-1-(2-hydroxyethyl)-1-methylurea